cyclobutanecarbonyl chloride C1(CCC1)C(=O)Cl